OC[C@@H]1N2C=3C(=C(SC3C(NC1)=O)C=1C=NNC1)CCC2 (R)-6-(hydroxymethyl)-2-(1H-pyrazol-4-yl)-4,5,7,8-tetrahydro-3H-1-thia-5a,8-diazabenzo[cd]azulen-9(6H)-one